CC1=CC(=NC(=C1)C)S 4,6-dimethyl-pyridine-2-thiol